1-(3,5-dichlorophenyl)-N-hydroxycyclopropane-1-carboxamidine ClC=1C=C(C=C(C1)Cl)C1(CC1)C(=N)NO